C(C)(C)(C)C1=CC=C(C=C1)S(=O)C 1-t-butyl-4-(methylsulfinyl)benzene